tert-butyl 4-(5-(benzyloxy)-2-methylbenzofuran-3-carboxamido)-3-fluoropiperidine-1-carboxylate C(C1=CC=CC=C1)OC=1C=CC2=C(C(=C(O2)C)C(=O)NC2C(CN(CC2)C(=O)OC(C)(C)C)F)C1